1,3-dioxolen-2-one O1C(OC=C1)=O